1-(3-cyclopropylaminophenyl)-6-oxo-1,6-dihydropyridine-3-carboxamide C1(CC1)NC=1C=C(C=CC1)N1C=C(C=CC1=O)C(=O)N